N-((1R,3S)-3-([1,2,4]triazolo[4,3-a]pyridin-3-yl)cyclohexyl)-4-(oxetan-3-yloxy)-5-((trimethylsilyl)ethynyl)pyrimidin-2-amine N=1N=C(N2C1C=CC=C2)[C@@H]2C[C@@H](CCC2)NC2=NC=C(C(=N2)OC2COC2)C#C[Si](C)(C)C